C1(=CC=C(C=C1)N=C=O)N=C=O para-Phenylendiisocyanat